ClC1=NC(=CC(=C1)B1OC(C(O1)(C)C)(C)C)C1CC1 2-Chloro-6-cyclopropyl-4-(4,4,5,5-tetramethyl-1,3,2-dioxaborolane-2-yl)pyridine